Sodium iron gluconate O=C([C@H](O)[C@@H](O)[C@H](O)[C@H](O)CO)[O-].[Fe+2].[Na+].O=C([C@H](O)[C@@H](O)[C@H](O)[C@H](O)CO)[O-].O=C([C@H](O)[C@@H](O)[C@H](O)[C@H](O)CO)[O-]